4-ethoxy-1-methyl-5-(1-(1-(p-tolyl)ethyl)-1H-pyrazol-4-yl)pyridine C(C)OC1=CCN(C=C1C=1C=NN(C1)C(C)C1=CC=C(C=C1)C)C